OC[C@H]1OC(=O)C2=C(C(=C(C=C2C1)O)C)O (3S)-hydroxymethyl-6,8-dihydroxy-7-methyl-3,4-dihydroisocoumarin